N-(3-oxa-9-azabicyclo[3.3.1]nonan-7-yl)-7,8,9,10-tetrahydro-6H-azepino[1,2-a]indole-11-carboxamide formate C(=O)O.C12COCC(CC(C1)NC(=O)C1=C3N(C4=CC=CC=C14)CCCCC3)N2